COC1=C(C=CC=C1)C(C1=CNC2=CC=CC=C12)S(=O)(=O)C1=CC=C(C=C1)Br 3-[(2-methoxyphenyl)(4-bromobenzenesulfonyl)methyl]-1H-indole